1-(4-(4-amino-7-cyclopropyl-7H-pyrrolo[2,3-d]pyrimidin-5-yl)-2,2-dimethyl-2,3-dihydrobenzofuran-7-yl)-3-(5-(1-(trifluoromethyl)cyclopropyl)isoxazol-3-yl)urea NC=1C2=C(N=CN1)N(C=C2C2=CC=C(C1=C2CC(O1)(C)C)NC(=O)NC1=NOC(=C1)C1(CC1)C(F)(F)F)C1CC1